(S)-2-(4-(6-((4-carbamoylthiophen-2-yl)methoxy)pyridin-2-yl)-2,5-difluorobenzyl)-1-(oxetan-2-ylmethyl)-1H-benzo[d]imidazole-6-carboxylic acid C(N)(=O)C=1C=C(SC1)COC1=CC=CC(=N1)C1=CC(=C(CC2=NC3=C(N2C[C@H]2OCC2)C=C(C=C3)C(=O)O)C=C1F)F